2-bromo-9,10-bis(1-naphthyl)anthracene BrC1=CC2=C(C3=CC=CC=C3C(=C2C=C1)C1=CC=CC2=CC=CC=C12)C1=CC=CC2=CC=CC=C12